1,3-bis(isocyanatomethyl)benzol N(=C=O)CC1=CC(=CC=C1)CN=C=O